C1(CC2C(CC1)O2)C[Si](OCCC)(OCCC)OCCC (3,4-Epoxycyclohexyl)methyltripropyloxysilane